FC1(CCC2=C1N=C(N=C2N2CC1(C2)CC(C1)C(=O)OC)N1[C@H](CC1)C)F Methyl (S)-2-(7,7-difluoro-2-(2-methylazetidin-1-yl)-6,7-dihydro-5H-cyclopenta[d]pyrimidin-4-yl)-2-azaspiro[3.3]heptane-6-carboxylate